butyl (2-(1-((tert-butylsulfinyl)amino)ethyl)-6-(1-methylcyclopropyl)pyridin-4-yl)carbamate C(C)(C)(C)S(=O)NC(C)C1=NC(=CC(=C1)NC(OCCCC)=O)C1(CC1)C